NCC1=C(C(=O)O)C=CC(=C1CN)C(=O)O 2,3-diaminomethyl-terephthalic acid